(6R)-1-(benzyloxy)-10-fluoro-2,14-dioxo-N-(2,4,6-trifluorobenzyl)-2,7,12,14-tetrahydro-6,13-methanobenzo[g]pyrido[1,2-b][1,2,5]triazonine-3-carboxamide C(C1=CC=CC=C1)OC=1C(C(=CN2N3CC4=C(CN(C(C21)=O)C3)C=C(C=C4)F)C(=O)NCC4=C(C=C(C=C4F)F)F)=O